ClCC(=O)NCCN(C(=O)C(CCC(=O)O)NC(COCCOCCNC(CCC(C(=O)O)NC(COCCOCCNC(CBr)=O)=O)=O)=O)CCNC(CCl)=O 4-(bis(2-(2-Chloroacetamido)ethyl)carbamoyl)-18-(2-(2-(2-(2-bromoacetamido)ethoxy)ethoxy)acetamido)-6,15-dioxo-8,11-dioxa-5,14-diazanonadecanedioic acid